ClC=1C=CC(=C(C1)N1CCN(CC1)C(CCC(C(C)(C)C)=O)=O)C 1-[4-(5-chloro-2-methyl-phenyl)piperazin-1-yl]-5,5-dimethyl-hexane-1,4-dione